4-(Boc-amino)cyclohexanol C(=O)(OC(C)(C)C)NC1CCC(CC1)O